2-((5-nitropyridin-2-yl)amino)-6-((6-nitropyridin-3-yl)amino)anthracene-9,10-dione [N+](=O)([O-])C=1C=CC(=NC1)NC1=CC=2C(C3=CC=C(C=C3C(C2C=C1)=O)NC=1C=NC(=CC1)[N+](=O)[O-])=O